C(C)(C)(C)OC(=O)NC=1C=C(C=CC1C(=O)OC)C1N(CCC(C1)OCC)C(=O)OCC1=CC=CC=C1 benzyl 2-(3-((tert-butoxycarbonyl)amino)-4-(methoxycarbonyl)phenyl)-4-ethoxypiperidine-1-carboxylate